5-(Isoquinoline-3-sulfonyl)-N-[(2-methoxyphenyl)methyl]-1H,2H,3H,4H,5H,6H-pyrrolo[3,4-c]pyrrole-2-carboxamide C1=NC(=CC2=CC=CC=C12)S(=O)(=O)N1CC2=C(C1)CN(C2)C(=O)NCC2=C(C=CC=C2)OC